N1N=NN=C1C=1C(N(C=CC1)C=1C=NC=CC1)=O 3-(1H-tetrazol-5-yl)-2H-[1,3'-bipyridin]-2-one